5-[2-(3,5-Dimethyl-phenylamino)-pyrimidin-4-yl]-2-methyl-2H-pyrazole-3-carboxylic acid ((1R,2R)-2-hydroxy-cyclohexyl)-amide O[C@H]1[C@@H](CCCC1)NC(=O)C=1N(N=C(C1)C1=NC(=NC=C1)NC1=CC(=CC(=C1)C)C)C